C(C)(C)(C)OC(=O)N1C[C@H](NCC1)C (R)-3-methylpiperazine-1-carboxylic acid tert-butyl ester